7-methyl-6,6a,8,9-tetrahydro-4H-indolo[4,3-fg]quinoline-9-carboxamide CN1CC(C=C2C3=C4C(CC12)=CNC4=CC=C3)C(=O)N